7-(benzofuran-2-yl)-8-(pyridin-4-yl)imidazo[1,2-c]pyrimidin-5-amine O1C(=CC2=C1C=CC=C2)C2=C(C=1N(C(=N2)N)C=CN1)C1=CC=NC=C1